N[C@H]1CN(CC1)C(=O)C=1NC2=CC=C(C=C2C1)Cl (R)-(3-Aminopyrrolidin-1-yl)(5-chloro-1H-indol-2-yl)methanone